5-((4-(4'-chloro-[1,1'-biphenyl]-2-carbonyl)piperazin-1-yl)methyl)-7-fluoro-1-oxoisoindole ClC1=CC=C(C=C1)C=1C(=CC=CC1)C(=O)N1CCN(CC1)CC=1C=C2C=NC(C2=C(C1)F)=O